O=C1N[C@H]2[C@@H](N1)CS[C@H]2CCCCC(=O)OCCCCNC(=O)C2=NOC(=C2)C=2SC=CC2 4-(5-(thiophen-2-yl)isoxazole-3-carboxamido)butyl 5-((3aS,4S,6aR)-2-oxohexahydro-1H-thieno[3,4-d]imidazol-4-yl)pentanoate